COC(C(N1C(CCCC1)C=1C=C2C3(C(NC2=CC1)=O)CC3)=O)=O 2-Oxo-2-(2-(2'-oxospiro[cyclopropane-1,3'-indoline]-5'-yl)piperidin-1-yl)acetic acid methyl ester